C(N)(=O)C1=C(N(N=C1C1=CC(=C(C=C1)CC(=O)NC1=CC(=NO1)C1=C(C=C(C=C1)Cl)Cl)Cl)C(C)C)NC(OC(C)(C)C)=O tert-Butyl N-[4-carbamoyl-5-[3-chloro-4-[2-[[3-(2,4-dichlorophenyl)isoxazol-5-yl]amino]-2-oxoethyl]phenyl]-2-isopropyl-pyrazol-3-yl]carbamate